N(=[N+]=[N-])C1(CN(CCC1)C(=O)OCC1=CC=CC=C1)CC(F)(F)F benzyl 3-azido-3-(2,2,2-trifluoroethyl)piperidine-1-carboxylate